NC=1C2=C(C(N(N1)C)=O)N(C(=C2C2=CC=C(C=C2)C(=O)N2CCCC2)C2=CC=C(C=C2)NC(C(=C)C)=O)C N-(4-(4-amino-1,6-dimethyl-7-oxo-3-(4-(pyrrolidine-1-carbonyl)phenyl)-6,7-dihydro-1H-pyrrolo[2,3-d]pyridazin-2-yl)phenyl)methacrylamide